2-((5R)-5-(2,3-dichloro-6-hydroxyphenyl)pyrrolidin-3-yl)-N-(2-hydroxyethyl)-N-methylacetamide ClC1=C(C(=CC=C1Cl)O)[C@H]1CC(CN1)CC(=O)N(C)CCO